ClC(C=1OC(N(N1)C(Cl)(Cl)Cl)C1=CC=C(C=C1)OC)(Cl)Cl 2-trichloromethyl-4-trichloromethyl-5-(p-methoxyphenyl)-1,3,4-oxadiazole